1-(S)-(5-(5-methyl-1H-pyrazol-3-yl)-1,3,4-oxadiazol-2-yl)(4-(4-methylpyrazolo[1,5-a]pyridin-2-yl)-1,4,6,7-tetrahydro-5H-imidazo[4,5-c]pyridin-5-yl)methanone CC1=CC(=NN1)C1=NN=C(O1)C(=O)N1C(C2=C(CC1)NC=N2)C2=NN1C(C(=CC=C1)C)=C2